5-bromo-N-(4,5-dihydro-1H-imidazol-2-yl)-6-quinoxalinamine tartrate C(=O)(O)C(O)C(O)C(=O)O.BrC1=C2N=CC=NC2=CC=C1NC=1NCCN1